C(C1=CC=CC=C1)OC(=O)N[C@@H](COC(C)(C)C)C(=O)N1[C@@H](CCC1)C(=O)O (benzyloxycarbonyl)-O-(t-butyl)-L-seryl-L-proline